O1CCC1 oxetidine